3-cyclopropyl-3-(7-hydroxy-2,3-dihydrobenzofuran-5-yl)propionic acid C1(CC1)C(CC(=O)O)C=1C=C(C2=C(CCO2)C1)O